O1COC2=C1C=CC(=C2)CNC(C)=O N-(1,3-benzodioxol-5-ylmethyl)-acetamid